C1(=CC=CC=C1)[C@H](C)CC(=O)O[C@@H](C)C1=CC=CC=C1 (S)-1-phenylethanol (R)-1-phenylethyl-acetate